6-Chloro-4-[7-fluoro-1-(p-tolylsulfonyl)indazol-4-yl]-8-methyl-3-pyridin-1-ium-1-yl-1H-1,5-naphthyridin-2-one ClC=1N=C2C(=C(C(NC2=C(C1)C)=O)[N+]1=CC=CC=C1)C1=C2C=NN(C2=C(C=C1)F)S(=O)(=O)C1=CC=C(C=C1)C